C(=O)(O)N(CC(=O)O)OCC1=CC=CC=C1 carboxybenzyloxy-glycine